Methyl 5-cyclopropyl-6-(3-methylimidazo[4,5-c]pyridin-7-yl)-3-[[6-[(3R)-3-methylmorpholin-4-yl]3-pyridyl]amino]pyrazine-2-carboxylate C1(CC1)C=1N=C(C(=NC1C=1C2=C(C=NC1)N(C=N2)C)C(=O)OC)NC=2C=NC(=CC2)N2[C@@H](COCC2)C